4,5,6,7-TETRAHYDRO-2H-ISOINDOLE-1-CARBALDEHYDE C=1(NC=C2CCCCC12)C=O